5-bromo-2-[3-(chloromethyl)phenyl]pyrimidine BrC=1C=NC(=NC1)C1=CC(=CC=C1)CCl